(S)-2-(6-amino-3-(3-(5-methyl-1,2,4-oxadiazol-3-yl)benzoylamino)hexanoylamino)-4-methylthiazole-5-carboxylic acid propyl ester C(CC)OC(=O)C1=C(N=C(S1)NC(C[C@H](CCCN)NC(C1=CC(=CC=C1)C1=NOC(=N1)C)=O)=O)C